N-(4-morpholinopyrimidin-2-yl)-7-methoxy-6-nitroquinazolin-4-amine O1CCN(CC1)C1=NC(=NC=C1)NC1=NC=NC2=CC(=C(C=C12)[N+](=O)[O-])OC